4-chloro-1-methyl-6,7-dihydro-5H-cyclopenta[c]pyridin ClC=1C2=C(C(=NC1)C)CCC2